FC(C(F)(F)F)(F)S(=O)O pentafluoroethylsulfinic acid